C(C)(C)(C)OC(=O)C=1C=C(C=C2C1N=C(S2)Br)OC 2-bromo-6-methoxybenzo[d]thiazole-4-carboxylic acid tert-butyl ester